Methyldiphenylammonium tetrakis(pentafluorophenyl)borate Barium-cadmium-zinc [Zn].[Cd].[Ba].FC1=C(C(=C(C(=C1[B-](C1=C(C(=C(C(=C1F)F)F)F)F)(C1=C(C(=C(C(=C1F)F)F)F)F)C1=C(C(=C(C(=C1F)F)F)F)F)F)F)F)F.C[NH+](C1=CC=CC=C1)C1=CC=CC=C1